BrCCCO 3-bromopropanol